C(#C)C1=C2C=CC(=CC2=CC=C1F)O 5-ethynyl-6-fluoro-naphthalen-2-ol